COC(=O)C=1C=2N(C=C(C1)CBr)C(=CN2)F 6-(bromomethyl)-3-fluoroimidazo[1,2-a]pyridine-8-carboxylic acid methyl ester